C(C)(C)(C)C1=NOC(=N1)C12CCC(CC1)(CC2)CN(C(=O)C2CN(C2)C(C(F)(F)F)=O)C2=CC(=CC=C2)C2=NC(=NO2)C2CC2 3-N-((4-(3-(tert-butyl)-1,2,4-oxadiazol-5-yl)bicyclo[2.2.2]octan-1-yl)methyl)-N-(3-(3-cyclopropyl-1,2,4-oxadiazol-5-yl)phenyl)-1-(2,2,2-trifluoroacetyl)azetidine-3-carboxamide